CN1[C@H]2[C@@](CCC1)(CCC2)COC2=NC1=C(C(=CC=C1C(=N2)N2C[C@@H]1CC[C@H](CC2)N1)C1=CC(=CC2=CC=CC(=C12)CC)O)F 4-(2-{[(4as,7ar)-1-methyl-octahydro-1H-cyclopenta[b]pyridin-4a-yl]methoxy}-4-[(1s,6r)-3,9-diazabicyclo[4.2.1]non-3-yl]-8-fluoroquinazolin-7-yl)-5-ethylnaphthalen-2-ol